2-(1-fluoronaphthalen-2-yl)-5-methyloctahydropyrrolo[3,4-c]pyrrole maleate C(\C=C/C(=O)O)(=O)O.FC1=C(C=CC2=CC=CC=C12)N1CC2CN(CC2C1)C